3-chloro-5-((difluoromethyl)sulfonyl)benzoic acid ClC=1C=C(C(=O)O)C=C(C1)S(=O)(=O)C(F)F